4-[3-Benzyloxymethyl-5-(4-chloro-phenyl)-pyrazol-1-yl]-benzenesulfonamide C(C1=CC=CC=C1)OCC1=NN(C(=C1)C1=CC=C(C=C1)Cl)C1=CC=C(C=C1)S(=O)(=O)N